dicyanotriazolate C(#N)C1(C(=NN=N1)C(=O)[O-])C#N